C(C)(C)(C)OC(=O)NC(OC(C)(C)C)=O tert-butyl N-(tert-butoxycarbonyl)carbamate